BrC1=CC=C2CCC(C(C2=C1)=O)C(C(=O)OCC)=O ethyl 2-(7-bromo-1-oxo-tetralin-2-yl)-2-oxo-acetate